1-chloromethyl-5-hydroxy-1,2-dihydro-3H-benz[e]indole ClCC1CNC=2C=C(C3=C(C12)C=CC=C3)O